4-(2-(2-(2-cyclopropylphenyl)pyrrolidin-1-yl)-7-azaspiro[3.5]nonan-7-yl)-N-((4-((2-morpholinoethyl)amino)-3-nitrophenyl)sulfonyl)benzamide C1(CC1)C1=C(C=CC=C1)C1N(CCC1)C1CC2(C1)CCN(CC2)C2=CC=C(C(=O)NS(=O)(=O)C1=CC(=C(C=C1)NCCN1CCOCC1)[N+](=O)[O-])C=C2